6-((1R,2R)-2-(1-methyl-1H-pyrazol-5-yl)cyclobutyl)-4-oxo-1-((S)-1-(6-(trifluoromethyl)-pyridin-3-yl)ethyl)-4,5-dihydro-1H-pyrazolo[3,4-d]pyrimidine-3-carbonitrile CN1N=CC=C1[C@H]1[C@@H](CC1)C=1NC(C2=C(N1)N(N=C2C#N)[C@@H](C)C=2C=NC(=CC2)C(F)(F)F)=O